[Cl-].OC1=NC(=NC(=N1)N1CN(C=C1)C1=CC=C(C=C1)C#N)N1CN(C=C1)C1=CC=C(C=C1)C#N 3,3'-(6-hydroxy-1,3,5-triazine-2,4-diyl)bis(1-(4-cyanophenyl)-1H-imidazole) chloride salt